N[C@H](C(=O)O)CC1=CC=C(C=C1)C=1N=NC(=NN1)CCCC (S)-2-amino-3-(4-(6-butyl-1,2,4,5-tetrazin-3-yl)phenyl)propanoic acid